tert-butyl (3R,4R)-4-(4-fluoroanilino)-3-methoxy-piperidine-1-carboxylate FC1=CC=C(N[C@H]2[C@@H](CN(CC2)C(=O)OC(C)(C)C)OC)C=C1